(R)-N-(1-cyanopyrrolidin-3-yl)-2,5-difluoro-4-morpholinobenzamide C(#N)N1C[C@@H](CC1)NC(C1=C(C=C(C(=C1)F)N1CCOCC1)F)=O